ClC1=C(C=CC=C1)CC(=O)NC1=CC(=C(C=C1)N1N=CC(=C1)CCOC)S(NCC1=C(C=C(C=C1)OC)OC)(=O)=O (2-chlorophenyl)-N-{3-[(2,4-dimethoxybenzyl)sulfamoyl]-4-[4-(2-methoxyethyl)-1H-pyrazol-1-yl]phenyl}acetamide